(1S,3S)-3-((2-cyclopropyl-6-(1-methyl-5-(((methyl(pentyl)carbamoyl)oxy)methyl)-1H-1,2,3-triazol-4-yl)pyridin-3-yl)oxy)cyclohexanecarboxylic acid C1(CC1)C1=NC(=CC=C1O[C@@H]1C[C@H](CCC1)C(=O)O)C=1N=NN(C1COC(N(CCCCC)C)=O)C